(E)-2-HEXENOL C(\C=C\CCC)O